C(C)(C)(C)OC(=O)N[C@@H]1CC[C@H](CC1)NC=1C=2N(N=CC1C(N)=NC1=C(C=CC(=C1)F)Cl)C=C(C2)C2=C(C=C(C(=O)OC)C=C2)C methyl 4-[trans-4-[[4-(tert-butoxycarbonylamino)cyclohexyl]amino]-3-[N'-(2-chloro-5-fluoro-phenyl)carbamimidoyl]pyrrolo[1,2-b]pyridazin-6-yl]-3-methyl-benzoate